4-bromo-6-chloro-1-methyl-benzoimidazol-2-amine BrC1=CC(=CC=2N(C(=NC21)N)C)Cl